C(C)(C)(C)OC(N[C@H](C)C1=C(C(=CC=C1)Br)C)=O (R)-(1-(3-bromo-2-methylphenyl)ethyl)carbamic acid tert-butyl ester